(R)-5-(8-methoxy-[1,2,4]triazolo[1,5-a]pyridin-6-yl)-1-(1-(2-methoxyethyl)piperidin-3-yl)-6-(trifluoromethyl)-1,3-dihydro-2H-benzo[d]imidazol-2-one COC=1C=2N(C=C(C1)C1=CC3=C(N(C(N3)=O)[C@H]3CN(CCC3)CCOC)C=C1C(F)(F)F)N=CN2